[Na+].[Na+].OC(C)(P([O-])(=O)[O-])P(O)(=O)O 1-hydroxyethane-1,1-diphosphonic acid disodium salt